BrC1=CC=CC(=N1)C(=O)NC=1C(=NN(C1)C1COC1)C1=NC=CC=C1 6-bromo-N-(1-(oxetan-3-yl)-3-(pyridin-2-yl)-1H-pyrazol-4-yl)picolinamide